N2-(2,2-Difluoroethyl)-4-methyl-N5-((R)-2-(((S)-11-oxo-2,3,10,11-tetrahydro-1H,5H-benzo[d]pyrazolo[1,2-a][1,2]diazepin-10-yl)carbamoyl)butyl)thiazol-2,5-dicarboxamid FC(CNC(=O)C=1SC(=C(N1)C)C(=O)NC[C@@H](CC)C(N[C@H]1C2=C(CN3N(C1=O)CCC3)C=CC=C2)=O)F